2,4-diacetylamino-2,4,6-trideoxy-D-glucopyranose C(C)(=O)N[C@H]1C(O)O[C@@H]([C@H]([C@@H]1O)NC(C)=O)C